5-methyl-1-(1-((4'-(methylsulfonyl)-[1,1'-biphenyl]-4-yl)methyl)-3-(tetrahydro-2H-pyran-4-yl)-1H-indol-5-yl)-1H-pyrazole-3-carboxamide CC1=CC(=NN1C=1C=C2C(=CN(C2=CC1)CC1=CC=C(C=C1)C1=CC=C(C=C1)S(=O)(=O)C)C1CCOCC1)C(=O)N